NC=1C(=C(C=C2C=C(N=CC12)NC(OC1CC(C1)(C)O)=O)C=1C=NC=C(C1C)NC)F 3-hydroxy-3-methylcyclobutyl (8-amino-7-fluoro-6-(4-methyl-5-(methylamino)pyridin-3-yl)isoquinolin-3-yl)carbamate